ClC1=C(C(=NN1)C)NC(C1=C(C=C(C(=C1)F)C=1N(C(=C(N1)C(C)(C)O)C)C)O[C@H](C(F)(F)F)C)=O (S)-N-(5-chloro-3-methyl-1H-pyrazol-4-yl)-5-fluoro-4-(4-(2-hydroxypropan-2-yl)-1,5-dimethyl-1H-imidazol-2-yl)-2-((1,1,1-trifluoropropan-2-yl)oxy)benzamide